C(C)(C)C=COF perfluoro isopropyl-vinyl ether